C(C)(=O)C=1C=CC(=C(C1)NS(=O)(=O)C)OCC1=CC=CC=C1 N-(5-acetyl-2-(benzyloxy)phenyl)methanesulfonamide